Cl.N1C(CCCC1)C(=O)N piperidine-2-carboxamide hydrochloride